N-[3,4-dibromo-2-(2,6-difluorobenzoyl)phenyl]Acetamide perylenetetraacetate C1(=C(C(=C2C(=CC=C3C4=CC=CC5=CC=CC(C1=C23)=C45)CC(=O)O)CC(=O)O)CC(=O)O)CC(=O)O.BrC=4C(=C(C=CC4Br)NC(C)=O)C(C4=C(C=CC=C4F)F)=O